NCC=1C=C(C=CC1)C1=CC(=CC=2C=COC21)COC2=C(C=CC=C2)[C@@H](C(=O)OCC)NC(=O)C2CC2 (S)-ethyl 2-(2-((7-(3-(aminomethyl)phenyl)benzofuran-5-yl)methoxy)phenyl)-2-(cyclopropanecarboxamido)acetate